CC(C(C(=O)N)N1C(C2(CCC2)CC1)=O)C 3-methyl-2-(5-oxo-6-azaspiro[3.4]octan-6-yl)butanamide